O1C(=CC=C1)CCN 2-furan-2-ylethylamine